(3aR,5s,6aS)-N-(6-(5-fluoro-2-methylphenyl)-5-(trifluoromethyl)pyridazin-3-yl)-N-(methyl-d3)-2-((tetrahydro-2H-pyran-4-yl)methyl)octahydro-cyclopenta[c]pyrrol-5-amine FC=1C=CC(=C(C1)C1=C(C=C(N=N1)N(C1C[C@@H]2[C@@H](CN(C2)CC2CCOCC2)C1)C([2H])([2H])[2H])C(F)(F)F)C